Amino-Ribose NC(=O)[C@H](O)[C@H](O)[C@H](O)CO